ethyl 1-((1,3-dioxan-2-yl)methyl)-6-(4-fluorophenyl)-4-hydroxy-2-oxo-1,2-dihydro-1,8-naphthyridine-3-carboxylate O1C(OCCC1)CN1C(C(=C(C2=CC(=CN=C12)C1=CC=C(C=C1)F)O)C(=O)OCC)=O